5-Amino-1-(3-hydroxypropyl)-3-(4-(2-((3-neopentylisoxazol-5-yl)amino)-2-oxoethyl)phenyl)-1H-pyrazole-4-carboxamide NC1=C(C(=NN1CCCO)C1=CC=C(C=C1)CC(=O)NC1=CC(=NO1)CC(C)(C)C)C(=O)N